(4-(2-methyl-1H-pyrrol-1-yl)phenyl)methanamine CC=1N(C=CC1)C1=CC=C(C=C1)CN